4,5,6,7-tetrahydrobenzo-[b]thiophene S1C2=C(C=C1)CCCC2